4-(5-(4-morpholino-1-(1-(pyridin-3-ylmethyl)piperidin-4-yl)-1H-pyrazolo[3,4-d]pyrimidin-6-yl)-1H-indol-1-yl)butan-1-amine Trifluoroacetic Acid Salt FC(C(=O)O)(F)F.O1CCN(CC1)C1=C2C(=NC(=N1)C=1C=C3C=CN(C3=CC1)CCCCN)N(N=C2)C2CCN(CC2)CC=2C=NC=CC2